N-(4-(2-fluoro-5-methylphenoxy)phenyl)-3,4-dihydro-2H-[1,4]oxazino[2,3-f]quinazolin-10-amine FC1=C(OC2=CC=C(C=C2)NC2=NC=NC3=CC=C4C(=C23)OCCN4)C=C(C=C1)C